5-[4-(3-chloro-2-hydroxybenzoylamino)phenyl]-1H-naphtho[1,2-b][1,4]diazepine-2,4(3H,5h)-dione ClC=1C(=C(C(=O)NC2=CC=C(C=C2)N2C3=C(NC(CC2=O)=O)C2=CC=CC=C2C=C3)C=CC1)O